C(CCCCC)C(=O)OC Methyl Hexane-1-carboxylate